4-methoxybenzylmethanesulfonamide COC1=CC=C(CCS(=O)(=O)N)C=C1